3-({[(3S)-1-(6-Aminopyridin-3-yl)piperidin-3-yl][(2-methylpyridin-4-yl)methyl]amino}methyl)-1-methyl-1,4-dihydroquinolin-4-one NC1=CC=C(C=N1)N1C[C@H](CCC1)N(CC1=CC(=NC=C1)C)CC1=CN(C2=CC=CC=C2C1=O)C